NC1(CC(O)=CC=C1)O m-amino-resorcinol